1-(3-chloro-5-isopropylisoquinolin-8-yl)-N-methylazetidin-3-amine ClC=1N=CC2=C(C=CC(=C2C1)C(C)C)N1CC(C1)NC